3-(7-azabicyclo[2.2.1]heptan-7-yl)-4-((N,N-dimethylsulfamoyl)carbamoyl)benzoic acid C12CCC(CC1)N2C=2C=C(C(=O)O)C=CC2C(NS(N(C)C)(=O)=O)=O